FC1(CN(C1)CCC1=C(C=CC=C1)CN)F (2-(2-(3,3-difluoroazetidin-1-yl)ethyl)phenyl)methylamine